CC1=CC=C(C=C1)S(=O)(=O)OCC1CSC1 thietan-3-ylmethyl 4-methylbenzenesulfonate